4-((1H-pyrazol-1-yl)methyl)-N-((2-(difluoromethoxy)phenyl)sulfonyl)-3-methoxybenzamide N1(N=CC=C1)CC1=C(C=C(C(=O)NS(=O)(=O)C2=C(C=CC=C2)OC(F)F)C=C1)OC